ClC1=C[C@H](OC2=C(C=CC=C12)C1CCN(CC1)CC1=NC2=C(N1C[C@H]1OCC1)C=C(C=C2)C(=O)O)C2=C(C=C(C=C2)Cl)F 2-((4-((S)-4-chloro-2-(4-chloro-2-fluorophenyl)-2H-chromen-8-yl)piperidin-1-yl)methyl)-1-(((S)-oxetan-2-yl)methyl)-1H-benzo[d]imidazole-6-carboxylic acid